ClC1=CC=C(COC(=O)NC2=CC=C(CC3CCN(CC3)C(=O)OC)C=C2)C=C1 methyl 4-(4-((((4-chlorobenzyl)oxy)carbonyl) amino)benzyl)piperidine-1-carboxylate